CC1(C(C(=CC2(CCN(C2)C2=NC=CC=C2)C1)C#N)=O)C 9,9-dimethyl-8-oxo-2-(pyridin-2-yl)-2-azaspiro[4.5]dec-6-ene-7-carbonitrile